(S)-3-(3-((6-chloropyridazin-3-yl)amino)pyrrolidine-1-carbonyl)-4-fluorobenzaldehyde ClC1=CC=C(N=N1)N[C@@H]1CN(CC1)C(=O)C=1C=C(C=O)C=CC1F